2-(6-bromo-1-oxospiro[3H-isoquinoline-4,1'-cyclopropane]-2-yl)-N-(5-fluoropyrimidin-2-yl)acetamide BrC=1C=C2C(=CC1)C(N(CC21CC1)CC(=O)NC1=NC=C(C=N1)F)=O